9-[N-(7-carboxyheptyl)-4-(dimethylamino)butanamido]-2-fluorooctadecanoic acid C(=O)(O)CCCCCCCN(C(CCCN(C)C)=O)C(CCCCCCC(C(=O)O)F)CCCCCCCCC